BrC=1C=CCN(C1)S(=O)(=O)C1=CC=C(C)C=C1 5-bromo-1-tosyl-1H-pyridine